P(=O)([O-])([O-])[O-].[Sn+4].[W+4] tungsten stannum phosphate